5,6-difluoro-4-(8-fluoro-4-((1R,5S,8R)-8-fluoro-3-azabicyclo[3.2.1]octan-3-yl)-2-(((2R,7aS)-2-fluorotetrahydro-1H-pyrrolizin-7a(5H)-yl)methoxy)quinazolin-7-yl)naphthalen-2-ol FC1=C2C(=CC(=CC2=CC=C1F)O)C1=CC=C2C(=NC(=NC2=C1F)OC[C@]12CCCN2C[C@@H](C1)F)N1C[C@H]2CC[C@@H](C1)C2F